6-cyclohexylmethyl-5-ethyl-thiopyrimidone C1(CCCCC1)CC1=C(C=CCS1=N)CC